C(CCCCCCCCC=C)(=O)N[C@@H](CCC(=O)[O-])C(=O)[O-].[Na+].ClC=1C=CC(=NC1)COC1=CC=CC(=N1)C1=CCC(CC1)CCO.[Na+] 2-(4-(6-((5-chloropyridin-2-yl)methoxy)pyridin-2-yl)cyclohex-3-en-1-yl)ethan-1-ol Sodium Undecylenoyl-Glutamate